(cis)-3-[3-methoxy-5-(4,4,5,5-tetramethyl-1,3,2-dioxaborolan-2-yl)-7-(trifluoromethyl)-1H-indazol-1-yl]-1-methylcyclobutanol COC1=NN(C2=C(C=C(C=C12)B1OC(C(O1)(C)C)(C)C)C(F)(F)F)C1CC(C1)(O)C